tert-butyl (R)-3-((5,8-dimethylisoquinolin-1-yl)amino)piperidine-1-carboxylate CC1=C2C=CN=C(C2=C(C=C1)C)N[C@H]1CN(CCC1)C(=O)OC(C)(C)C